C(=C)SC=1SC2=C(N1)C=C(C=C2)OC 2-vinylthio-5-methoxybenzothiazole